(1-chloroeth-1-yl)chloroformate ClC(C)OC(=O)Cl